OC(C1=CC=C(C#N)C=C1)C1=CC=C(C=C1)C 4-(hydroxy(p-tolyl)methyl)benzonitrile